[N+](=O)([O-])C1=C(C=C(C(=O)OC)C=C1)NCC=1N(C=NC1)CC(F)(F)F methyl 4-nitro-3-[[3-(2,2,2-trifluoroethyl)imidazol-4-yl]methylamino]benzoate